2-ethoxy-1,6-dimethyl-4-oxo-1,4-dihydropyridine-3-carboxylic acid ethyl ester C(C)OC(=O)C1=C(N(C(=CC1=O)C)C)OCC